NC1=NC=2C=CC(=CC2C2=C1C=NN2C)C(=O)N([C@@H]2COC1=C2C=CC(=C1)C1=NN(C=C1)C)C 4-amino-N,1-dimethyl-N-((3S)-6-(1-methyl-1H-pyrazol-3-yl)-2,3-dihydro-1-benzofuran-3-yl)-1H-pyrazolo[4,3-c]quinoline-8-carboxamide